BrC1=NN(C(=C1)C(=O)Cl)C1=NC=CC=C1Cl 3-bromo-1-(3-chloro-2-pyridinyl)-1H-pyrazole-5-carbonyl chloride